BrC1=CN=CC=2N1C(=C(N2)Br)F dibromo-3-fluoroimidazo[1,2-a]pyrazine